C(CCCCC)N1C=C(C2=CC(=CC=C12)OC)CCNS(=O)(=O)C1=CC=CC=C1 N-(2-(1-hexyl-5-methoxy-1H-indol-3-yl)ethyl)benzenesulfonamide